FC=1C=C(C=C(C1)F)[C@@H]1CC=NN1C(=O)N1CC(C1)OC1=NC(=NC=C1F)C=1C(=NC=CC1)OC (S)-(5-(3,5-difluorophenyl)-4,5-dihydro-1H-pyrazol-1-yl)(3-((5-fluoro-2-(2-methoxypyridin-3-yl)pyrimidin-4-yl)oxy)azetidin-1-yl)methanone